C(C)(C)(C)OC(=O)N1C[C@H](CC(C1)C)C1=C2C=CC=NC2=C(C(=C1)F)C#N (R)-3-(8-cyano-7-fluoro-quinolin-5-yl)-5-methyl-piperidine-1-carboxylic acid tert-butyl ester